4-oxo-6-(2-(4-(trifluoromethyl)-1H-pyrazol-1-yl)cyclobutyl)-1-((S)-1-(6-(trifluoromethyl)pyridin-3-yl)ethyl)-4,5-dihydro-1H-pyrazolo[3,4-d]pyrimidine-3-carbonitrile O=C1C2=C(N=C(N1)C1C(CC1)N1N=CC(=C1)C(F)(F)F)N(N=C2C#N)[C@@H](C)C=2C=NC(=CC2)C(F)(F)F